[Cl-].[Cl-].C1(=CC=CC=C1)P(C1=CC=CC=C1)C1=CC=CC=C1.C1(=CC=CC=C1)P(C1=CC=CC=C1)C1=CC=CC=C1.[Pd+2] palladium ditriphenyl-phosphine dichloride